[N+](=O)([O-])C=1C=C(C=CC1)C(C(=O)OCC)=O ethyl 2-(3-nitrophenyl)-2-oxo-acetate